BrC(C(=O)N)CC bromo-butanamide